C(=O)C1=C(CN(C(C(C)(C)C)=O)CC(=O)NC2=C(C=C3CC4(C(NC5=NC=CC=C54)=O)CC3=C2)C)C=CC=C1 N-(2-formylbenzyl)-N-(2-((5-methyl-2'-oxo-1,1',2',3-tetrahydrospiro[indene-2,3'-pyrrolo[2,3-b]pyridin]-6-yl)amino)-2-oxoethyl)pivalamide